BrC=1C(=CC=2C3=C(C(=NC2C1F)N1CC(C1)(C)N(C)C)N=NN3[C@@H]3C[C@H](N(CC3)C(=O)OC(C)(C)C)CC(=O)OC(C)(C)C)I tert-butyl (2S,4S)-4-(7-bromo-4-(3-(dimethylamino)-3-methylazetidin-1-yl)-6-fluoro-8-iodo-1H-[1,2,3]triazolo[4,5-c]quinolin-1-yl)-2-(2-(tert-butoxy)-2-oxoethyl)piperidine-1-carboxylate